FC(C1(CC1)CCC=O)(F)F 3-(1-(trifluoromethyl)cyclopropyl)propan-1-one